CNC(=O)N[C@@H]1C[C@H]2N(C3=C(N(C2)C2=CC=C(C=C2)C(F)(F)F)C=CC=N3)C1 1-methyl-3-((6aR,8R)-5-(4-(trifluoromethyl)phenyl)-5,6,6a,7,8,9-hexahydropyrido[3,2-e]pyrrolo[1,2-a]pyrazin-8-yl)urea